C(C)OC(=O)C=1C(=NC2=C(C(=C(C=C2C1Cl)I)Br)F)Cl 7-bromo-2,4-dichloro-8-fluoro-6-iodoquinoline-3-carboxylic acid ethyl ester